(4-(2-(2-Aminopyridin-3-yl)-5-(5-methyl-1,3,4-oxadiazol-2-yl)-3H-imidazo[4,5-b]pyridin-3-yl)phenyl)methanol NC1=NC=CC=C1C1=NC=2C(=NC(=CC2)C=2OC(=NN2)C)N1C1=CC=C(C=C1)CO